(4-chloro-3,5-difluoro-1H-indol-2-yl)((3R,4S)-3-fluoro-4-((2-methoxyethyl)amino)pyrrolidin-1-yl)methanone ClC1=C2C(=C(NC2=CC=C1F)C(=O)N1C[C@H]([C@H](C1)NCCOC)F)F